2-((3-methyl-4-((7-phenylbenzo[d]isothiazol-3-yl)amino)benzyl)amino)ethan-1-ol CC=1C=C(CNCCO)C=CC1NC1=NSC2=C1C=CC=C2C2=CC=CC=C2